O1CC(C1)N1N=CC(=C1)C(=O)O 1-(oxetan-3-yl)-1H-pyrazole-4-carboxylic acid